CCCCCCCCCCCCCCCCCC(=O)OC[C@@H]1[C@H]([C@@H]([C@](O1)(COC(=O)CCCCCCCCCCCCCCCCC)O[C@@H]2[C@@H]([C@H]([C@@H]([C@H](O2)CO)O)OC(=O)CCCCCCCCCCCCCCCCC)OC(=O)CCCCCCCCCCCCCCCCC)OC(=O)CCCCCCCCCCCCCCCCC)OC(=O)CCCCCCCCCCCCCCCCC sucrose hexastearate